C(CCC)(=O)O.SCCC(=O)O.SCCC(=O)O.SCCC(=O)O.SCCC(=O)O.OCC(CO)(CO)CO Pentaerythritol Tetrakis(3-Mercaptopropionate) butyrate